2-(4-chloro-5-((5-(3-chlorophenyl)-1,3,4-oxadiazole-2-yl)methoxy)-2-fluorophenyl)-4,5,6,7-tetrahydro-1H-isoindole-1,3(2H)-dione ClC1=CC(=C(C=C1OCC=1OC(=NN1)C1=CC(=CC=C1)Cl)N1C(C=2CCCCC2C1=O)=O)F